C(C1=CC=CC=C1)N1C(=NC=2N(C(N(C(C12)=O)CCCO)=O)C)OC1=CC=C(C=C1)C(F)(F)F 7-benzyl-1-(3-hydroxypropyl)-3-methyl-8-(4-(trifluoromethyl)phenoxy)-1H-purine-2,6(3H,7H)-dione